C(\C=C/C)=C\1/C(=CC(CC1(C)C)=O)C (4E)-4-[(2Z)-But-2-en-1-ylidene]-3,5,5-trimethylcyclohex-2-en-1-one